NC1=CC(C(CC1)(C)CC1=CC=CC=C1)=O 3-amino-6-benzyl-6-methylcyclohex-2-en-1-one